tert-butyl (1S,2R,3R,5R)-3-([5-[4-chloro-2-(methoxymethoxy) phenyl] pyrazin-2-yl] (methyl) amino)-2-fluoro-8-azabicyclo[3.2.1]octane-8-carboxylate ClC1=CC(=C(C=C1)C=1N=CC(=NC1)N([C@H]1[C@H]([C@@H]2CC[C@H](C1)N2C(=O)OC(C)(C)C)F)C)OCOC